lithium 2,4,6-triisopropylbenzenesulfonate C(C)(C)C1=C(C(=CC(=C1)C(C)C)C(C)C)S(=O)(=O)[O-].[Li+]